OP(O)OP(O)O.C(C)(C)(C)C1=C(C(=CC(=C1)C(C)(C)CC(C)(C)C)C(C)(C)C)C(O)(C(CO)(CO)CO)C1=C(C=C(C=C1C(C)(C)C)C(C)(C)CC(C)(C)C)C(C)(C)C bis(2,6-di-t-butyl-4-t-octylphenyl)pentaerythritol diphosphite